(5-Chloropyridin-2-yl)piperazine dihydrochloride Cl.Cl.ClC=1C=CC(=NC1)N1CCNCC1